N-((3-ethynyl-1-methyl-1H-pyrrol-2-yl)methyl)-N-methylbutan-1-amine C(#C)C1=C(N(C=C1)C)CN(CCCC)C